(S)-3-((3-chloro-2-methoxyphenyl)amino)-2-(3-((1-propionylpyrrolidin-2-yl)methoxy)pyridin-4-yl)-1,5,6,7-tetrahydro-4H-pyrrolo[3,2-c]pyridin-4-one ClC=1C(=C(C=CC1)NC1=C(NC2=C1C(NCC2)=O)C2=C(C=NC=C2)OC[C@H]2N(CCC2)C(CC)=O)OC